P(OCC(CCCC)CC)(OCC(CCCC)CC)O di(2-ethylhexyl) hydrogen phosphite